ClC=1C=NC(=C(C(=O)NC2CCC(CC2)CN2C(N(C3=C2C=CC=C3)C=3C(=NC=CC3)C)=O)C1)C 5-chloro-2-methyl-N-((1r,4r)-4-((3-(2-methylpyridin-3-yl)-2-oxo-2,3-dihydro-1H-benzo[d]imidazol-1-yl)methyl)cyclohexyl)nicotinamide